CNC1=NC=CC=C1C1=NC(=CC=C1C(C)O)N1C=NC2=C1C=CC(=C2)NC=2N=NC(=CC2)C 1-[2-[2-(Methylamino)-3-pyridyl]-6-[5-[(6-methylpyridazin-3-yl)amino]benzimidazol-1-yl]-3-pyridyl]ethanol